1-(9-ethyl-6-nitro-9H-carbazole-3-yl)methane-1-imine C(C)N1C2=CC=C(C=C2C=2C=C(C=CC12)C=N)[N+](=O)[O-]